N-(5-chloropyridin-2-yl)-2-(8-formyl-7-hydroxy-6-methoxy-4-methyl-2-oxo-2H-chromen-3-yl)acetamide ClC=1C=CC(=NC1)NC(CC=1C(OC2=C(C(=C(C=C2C1C)OC)O)C=O)=O)=O